COC(=O)CC(C(=O)OC)C1([C@@H]([C@H]([C@@H]([C@H](O1)CO)O)O)O)O methyl 2-glucopyranosyl succinate